CN1N=CC(=C1)C(=O)NCC1=C(C=CC(=C1)C)C(F)(F)F 1-methyl-N-[5-methyl-2-(trifluoromethyl)benzyl]-1H-pyrazole-4-carboxamide